2-(4-(Diphenylamino)phenyl)-2-hydroxy-1-(4'-vinyl-[1,1'-biphenyl]-4-yl)ethanone tricosan-12-yl-L-alaninate CCCCCCCCCCCC(CCCCCCCCCCC)N[C@@H](C)C(=O)O.C1(=CC=CC=C1)N(C1=CC=C(C=C1)C(C(=O)C1=CC=C(C=C1)C1=CC=C(C=C1)C=C)O)C1=CC=CC=C1